NC1=NC=CC(=C1)C=1OC=C(N1)C(=O)NC=1C(=CC2=C(CC(O2)(C)C)C1)C=1C(=NOC1C)C 2-(2-Aminopyridin-4-yl)-N-(6-(3,5-dimethylisoxazol-4-yl)-2,2-dimethyl-2,3-dihydrobenzofuran-5-yl)oxazole-4-carboxylic acid amide